P(OC1=C(C=CC=C1)C(CC)(C)C)(OC1=C(C=CC=C1)C(CC)(C)C)OC1=C(C=CC=C1)C(CC)(C)C tri[2-(1,1-dimethylpropyl)-phenyl] phosphite